N-(1-methylazetidin-3-yl)-5-phenyl-7-(pyrimidin-2-yl)pyrazolo[1,5-a]pyrimidine-2-carboxamide CN1CC(C1)NC(=O)C1=NN2C(N=C(C=C2C2=NC=CC=N2)C2=CC=CC=C2)=C1